9,10-Dipentyloxyanthracene C(CCCC)OC=1C2=CC=CC=C2C(=C2C=CC=CC12)OCCCCC